NCCCNC1=CC(=NC=N1)N1CCC2(CN(CC(N2)=O)C2=CC=C(C=C2)CN2CCC(CC2)(C)C)CC1 9-(6-((3-aminopropyl)amino)pyrimidin-4-yl)-4-(4-((4,4-dimethylpiperidin-1-yl)methyl)phenyl)-1,4,9-triazaspiro[5.5]undecan-2-one